2-[[2,2-dimethylpropyl(methyl)carbamoyl]amino]-4-[2-phenoxyethyl-[4-(5,6,7,8-tetrahydro-1,8-naphthyridin-2-yl)butyl]amino]butanoic acid CC(CN(C(=O)NC(C(=O)O)CCN(CCCCC1=NC=2NCCCC2C=C1)CCOC1=CC=CC=C1)C)(C)C